2-(5-(hydroxy)-3-phenyl-4-(4-sulfamoylbenzyl)-1H-pyrazol-1-yl)thiazole-4-carboxylic acid OC1=C(C(=NN1C=1SC=C(N1)C(=O)O)C1=CC=CC=C1)CC1=CC=C(C=C1)S(N)(=O)=O